C(#N)C=1C(=NC(=C(C1CC)C#N)NC)SC(C(=O)N)C1=CC=CC=C1 2-((3,5-dicyano-4-ethyl-6-(methylamino)pyridin-2-yl)sulfanyl)-2-phenylacetamide